N-(5-(5-((1R,2S)-2-fluorocyclopropyl)-1,2,4-oxadiazol-3-yl)-2-methylphenyl)-7-((2-((tetrahydro-2H-pyran-2-yl)oxy)propoxy)methyl)imidazo[1,2-a]pyridine-3-carboxamide F[C@@H]1[C@H](C1)C1=NC(=NO1)C=1C=CC(=C(C1)NC(=O)C1=CN=C2N1C=CC(=C2)COCC(C)OC2OCCCC2)C